4-(4-(4-methylpiperazin-1-yl)-4-oxobutanoyl)hexahydro-[1,2]dithiino[4,5-b]pyrazine-1(2H)-carboxylate CN1CCN(CC1)C(CCC(=O)N1C2C(N(CC1)C(=O)[O-])CSSC2)=O